C(C)OC1=C(C=CC=C1)NCC(CC1=CNC(O1)=O)O 5-[3-(2-ethoxyphenylamino)-2-hydroxypropyl]-1,3-oxazol-2(3H)-one